5-bromo-4,6-dimethoxy-N,N-bis[(4-methoxyphenyl)methyl]Pyrimidin-2-amine BrC=1C(=NC(=NC1OC)N(CC1=CC=C(C=C1)OC)CC1=CC=C(C=C1)OC)OC